FC=1C(=CC2=C(OC3(CC3)C(N2CC#C)=O)C1)N1C(C=2CCCCC2C1=O)=O 2-(7-fluoro-3-oxo-4-(prop-2-yn-1-yl)-3,4-dihydrospiro[benzo[b][1,4]oxazin-2,1'-cyclopropane]-6-yl)-4,5,6,7-tetrahydro-1H-isoindole-1,3(2H)-dione